BrC1=CC=C2C=CC(=C(C2=C1)NC(OC(C)(C)C)=O)OC tert-butyl (7-bromo-2-methoxynaphthalen-1-yl)carbamate